BrC1=C2C(=NC(=C1)N1CCCC1)C=C(S2)I 7-bromo-2-iodo-5-(pyrrolidin-1-yl)thieno[3,2-b]pyridine